4-(5-(5-(chloromethyl)-3-(m-tolyl)-1H-pyrazol-1-yl)-3-(2-methoxyethyl)-3H-imidazo[4,5-b]pyridin-7-yl)morpholine ClCC1=CC(=NN1C1=CC(=C2C(=N1)N(C=N2)CCOC)N2CCOCC2)C=2C=C(C=CC2)C